FC1(CN(CCC1N1N=CC(=C1)C1=C(N=NC(=C1)C1=C(C=CC=C1)OCOC)N)C(=O)OC(C)(C)C)F tert-butyl 3,3-difluoro-4-[(1S)-4-[3-amino-6-[2-(methoxymethoxy)phenyl] pyridazin-4-yl]pyrazol-1-yl]piperidine-1-carboxylate